COC1=CC=C(C/C(/CC(=O)O)=C\C2=CC=C(C=C2)OC)C=C1 (E)-3-(4-methoxybenzyl)-4-(4-methoxyphenyl)but-3-enoic acid